C(#N)C12CCC(CC1)(CC2)NC(C2=C(C=CC(=C2)C(F)(F)F)NS(=O)(=O)C2CC2)=O N-(4-cyanobicyclo[2.2.2]octan-1-yl)-2-(cyclopropanesulfonamido)-5-(trifluoromethyl)benzamide